FC1=CC(=C(C=C1)NC1=NC=NC2=CC(=C(C=C12)OCC(=O)N(C)C)OC)C 2-(4-((4-fluoro-2-methylphenyl)amino)-7-methoxyquinazolin-6-yl)-oxydimethylacetamide